5-Methyl-(6S)-Tetrahydrofolat CN1C=2C(NC(=NC2NC[C@@H]1CNC1=CC=C(C(N[C@@H](CCC(=O)[O-])C(=O)O)=O)C=C1)N)=O